ClC=1C(=C(C(=C(C1)C(C)O)C1=CC(=CC(=C1)F)F)C(=O)O)C 4-Chloro-3',5'-difluoro-6-(1-hydroxyethyl)-3-methylbiphenyl-2-carboxylic acid